8,10-Tetradecadienal C(CCCCCCC=CC=CCCC)=O